tert-butyl (3S)-3-(2,3-dichloro-6-fluorophenyl)-3-[(7-fluoro-1,1,2-trimethyl-3-oxoisoindol-5-yl)amino]pyrrolidine-1-carboxylate ClC1=C(C(=CC=C1Cl)F)[C@@]1(CN(CC1)C(=O)OC(C)(C)C)NC=1C=C2C(N(C(C2=C(C1)F)(C)C)C)=O